(R)-N-(2,6-dimethylpyrimidin-4-yl)-5-[5-[(5,5-dimethyltetrahydrofuran-3-yl)methoxy]-2-methyl-4-pyridyl]pyrazolo[1,5-a]pyridin-2-amine CC1=NC(=CC(=N1)NC1=NN2C(C=C(C=C2)C2=CC(=NC=C2OC[C@H]2COC(C2)(C)C)C)=C1)C